benzoyl-L-glutamate calcium salt hydrate O.[Ca+2].C(C1=CC=CC=C1)(=O)N[C@@H](CCC(=O)[O-])C(=O)[O-]